yttrium trifluoromethanesulfonate FC(S(=O)(=O)[O-])(F)F.[Y+3].FC(S(=O)(=O)[O-])(F)F.FC(S(=O)(=O)[O-])(F)F